(R)-2-(3-fluorobicyclo[1.1.1]pentan-1-yl)-5-(5-(trifluoromethyl)pyrazin-2-yl)-2,5,6,7-tetrahydro-3H-pyrrolo[2,1-c][1,2,4]triazol-3-one FC12CC(C1)(C2)N2N=C1N(C2=O)[C@H](CC1)C1=NC=C(N=C1)C(F)(F)F